tert-butyl 6-[8-(1,3-benzothiazol-2-ylcarbamoyl)-3,4-dihydro-1H-isoquinolin-2-yl]-3-[3-[3-[1-(2-ethoxy-2-oxo-ethyl)-4-fluoro-4-piperidyl]propoxy]-2-methyl-phenyl]pyridine-2-carboxylate S1C(=NC2=C1C=CC=C2)NC(=O)C=2C=CC=C1CCN(CC21)C2=CC=C(C(=N2)C(=O)OC(C)(C)C)C2=C(C(=CC=C2)OCCCC2(CCN(CC2)CC(=O)OCC)F)C